CC=1C(=C(C=CC1CO)C1=CC=C(C=C1)CO)C dimethylbis(hydroxymethyl)biphenyl